O[C@H]1[C@H]2N(C(C3=C(N1C(=O)OC(C)(C)C)C=C(C(=C3)OC)O[Si](C(C)C)(C(C)C)C(C)C)=O)CC(C2)=C tert-Butyl (11S,11aS)-11-hydroxy-7-methoxy-2-methylene-5-oxo-8-((triisopropylsilyl)oxy)-2,3,11,11a-tetrahydro-1H-benzo[e]pyrrolo[1,2-a][1,4]diazepine-10(5H)-carboxylate